C(C)(C)(C)OC(C(CC1=CC=C(C=C1)C(C(=O)N)(C)C)(C)C)=O 3-(4-(1-amino-2-methyl-1-ketopropan-2-yl)phenyl)-2,2-dimethylpropionic acid tert-butyl ester